(2R,3R,4S,5S)-2-(4-Amino-7H-pyrrolo[2,3-d]pyrimidin-7-yl)-5-((((1-methyl-4-phenyl-1H-imidazol-5-yl)methyl)thio)methyl)tetrahydrofuran-3,4-diol NC=1C2=C(N=CN1)N(C=C2)[C@@H]2O[C@@H]([C@H]([C@H]2O)O)CSCC2=C(N=CN2C)C2=CC=CC=C2